1-(2,4-difluorophenyl)-3-(4-fluorophenyl)-N-(2-methoxyethyl)-5-methyl-4-(thiophen-3-yl)-4,5-dihydro-1H-pyrazole-5-carboxamide FC1=C(C=CC(=C1)F)N1N=C(C(C1(C(=O)NCCOC)C)C1=CSC=C1)C1=CC=C(C=C1)F